FC1=C(C(=O)OC2=N[Se]C3=C2C=CC=C3)C(=CC=C1)F benzo[d][1,2]selenazol-3-yl 2,6-difluorobenzoate